C(=C)OC(=O)CCCCCCCCC capric vinyl ester